C(C)(C)C1=C(NC2=C1N=C(S2)C2CCC(CC2)N2[C@H]1COC[C@@H]2CC1)C=1C=C(C=2N(C1)N=CN2)OC (1R,5S)-8-(4-(6-isopropyl-5-(8-methoxy-[1,2,4]triazolo[1,5-a]pyridin-6-yl)-4H-pyrrolo[3,2-d]thiazol-2-yl)cyclohexyl)-3-oxa-8-azabicyclo[3.2.1]octane